N,N-diethyl-4-(((R)-3-((R)-3-methoxypyrrolidine-1-carbonyl)piperidin-1-yl)sulfonyl)benzenesulfonamide C(C)N(S(=O)(=O)C1=CC=C(C=C1)S(=O)(=O)N1C[C@@H](CCC1)C(=O)N1C[C@@H](CC1)OC)CC